4-hydroxybutyric acid sodium salt [Na+].OCCCC(=O)[O-]